bis(t-amylperoxy)-3,3,5-trimethylcyclohexane C(C)(C)(CC)OOC1(CC(CC(C1)C)(C)C)OOC(C)(C)CC